C1(=CC=CC=C1)C1C(C2=CC=CC=C2C=C1)=CC1=NOC=C1 PHENYLISOXAZOLYLMETHYLEN-NAPHTHALEN